2-(4-cyclopropyl-6-methoxypyrimidin-5-yl)-8-({4-[5-methyl-3-(trifluoromethyl)pyrazol-1-yl]phenyl}methyl)-6-(1-methylpyrazol-4-yl)pyrido[2,3-d]pyrimidin-7-one C1(CC1)C1=NC=NC(=C1C=1N=CC2=C(N1)N(C(C(=C2)C=2C=NN(C2)C)=O)CC2=CC=C(C=C2)N2N=C(C=C2C)C(F)(F)F)OC